BrC1=CC=CC2=C1CN(CCN2C2=NC=1N(C3=CC=C(C=C23)F)C(=NN1)C)C 5-(6-bromo-4-methyl-3,5-dihydro-2H-1,4-benzodiazepin-1-yl)-7-fluoro-1-methyl-[1,2,4]triazolo[4,3-a]quinazoline